FC1=C(C=CC(=C1)F)C1=C2C=C(C(=NC2=CC(=N1)[C@H]1C[C@H](OCC1)C1=CC(=NC=C1)C)C)C 5-(2,4-difluorophenyl)-2,3-dimethyl-7-((2S,4R)-2-(2-methylpyridin-4-yl)tetrahydro-2H-pyran-4-yl)-1,6-naphthyridine